F[P-](F)(F)(F)(F)F.ClC1N(CCN1C)C 2-chloro-1,3-dimethylimidazoline hexafluorophosphate